C1(CC1)CN1C(=CC(=C1CC1=CC(=C(C=C1)S(N)(=O)=O)F)C1=CC(=CC=C1)C=CC1CN(CC1)C)C=1SC=C(N1)C(=O)O 2-(1-(cyclopropylmethyl)-5-(3-fluoro-4-sulfamoylbenzyl)-4-(3-(2-(1-methylpyrrolidin-3-yl)vinyl)phenyl)-1H-pyrrol-2-yl)thiazole-4-carboxylic acid